FC(C1=NN=C(O1)C1=CC=C(C=C1)CC1=CN=C(O1)C1=CC=C(N)C=C1)F 4-[5-[[4-[5-(Difluoromethyl)-1,3,4-oxadiazol-2-yl]phenyl]methyl]-1,3-oxazol-2-yl]aniline